CNC(O[C@@H]1CC[C@H](CC1)C(N(C[C@@H]1CC[C@H](CC1)C1=NC(=C(C=C1)OC)C)C1=NC=CC(=C1)C1=CN=C(S1)C1CC1)=O)=O trans-4-((4-(2-Cyclopropylthiazol-5-yl)pyridin-2-yl)((trans-4-(5-methoxy-6-methylpyridin-2-yl)cyclohexyl)methyl)carbamoyl)cyclohexyl methylcarbamate